4-fluoro-2-methyl-1-(2-nitro-5-(trifluoromethyl)phenoxy)benzene FC1=CC(=C(C=C1)OC1=C(C=CC(=C1)C(F)(F)F)[N+](=O)[O-])C